ClC1=CC=C2C(=C(N(C2=C1C=1C(=NN(C1C)C)C)CC=1C=NC=CC1)C(=O)N1CCN(CC1)C1=CC(=NC=C1)C(=O)O)CCCCC1=CC(=C(C(=C1)C)Cl)C 4-(4-(6-Chloro-3-(4-(4-chloro-3,5-dimethylphenyl)butyl)-1-(pyridin-3-ylmethyl)-7-(1,3,5-trimethyl-1H-pyrazol-4-yl)-1H-indole-2-carbonyl)piperazin-1-yl)picolinic Acid